1-(2-aminophenyl)-3-(1H-benzo[d]imidazol-2-yl)urea NC1=C(C=CC=C1)NC(=O)NC1=NC2=C(N1)C=CC=C2